N-(4-(4-amino-2-butyl-1H-imidazo[4,5-c][1,5]naphthyridin-1-yl)butyl)-4-guanidinobutanamide NC1=NC=2C=CC=NC2C2=C1N=C(N2CCCCNC(CCCNC(=N)N)=O)CCCC